1-chloro-4-methoxy-2-methyl-5-nitrobenzene ClC1=C(C=C(C(=C1)[N+](=O)[O-])OC)C